C[C@@H]1NCCC2(C1)OCC(C1=C2C=C(S1)C(F)(F)F)C (2'S)-2',7-dimethyl-2-(trifluoromethyl)spiro[6,7-dihydrothieno[3,2-c]pyran-4,4'-piperidine]